C(C)C(CN1C(=C(C(C=C1)=O)OCC1=CC=C(C=C1)O)C=O)CCCC N-(2-ethylhexyl)-2-formyl-3-(4-hydroxybenzyloxy)-pyridin-4-one